N1=NC=C2N1CCCNC2 5,6,7,8-tetrahydro-4H-triazolo[1,5-a][1,4]diazepine